6,8-dimethyl-2-(3-methyl-1-benzofuran-2-yl)quinoline-4-carboxylic acid CC=1C=C2C(=CC(=NC2=C(C1)C)C=1OC2=C(C1C)C=CC=C2)C(=O)O